ClC1=C(C=CC=C1)N1C(N=C(C2=C1N=C(C=C2)C(F)(F)F)NC2CCC2)=O 1-(2-chlorophenyl)-4-(cyclobutylamino)-7-(trifluoromethyl)pyrido[2,3-d]-pyrimidin-2(1H)-one